(8R)-8-methyl-3-(3-methyl-1,2,4-thiadiazol-5-yl)-5h,6h,8h-[1,2,4]triazolo[4,3-a]pyrazine-7-carboxylic acid tert-butyl ester C(C)(C)(C)OC(=O)N1[C@@H](C=2N(CC1)C(=NN2)C2=NC(=NS2)C)C